C(C1=CC(=CC(=C1O)OC)CCC)C1=CC(=CC(=C1O)OC)CCC 6,6'-methylenebis(2-methoxy-4-propylphenol)